2-[3-(5-chloro-2-fluoro-phenyl)-1H-pyrazol-4-yl]-7-[3-(1-piperidyl)azetidin-1-yl]-1,5-naphthyridine ClC=1C=CC(=C(C1)C1=NNC=C1C1=NC2=CC(=CN=C2C=C1)N1CC(C1)N1CCCCC1)F